1-[3-ethylsulfanyl-4-[3-methyl-6-(trifluoromethylsulfanyl)imidazo[4,5-c]pyridin-2-yl]phenyl]cyclopropanecarbonitrile C(C)SC=1C=C(C=CC1C1=NC2=C(C=NC(=C2)SC(F)(F)F)N1C)C1(CC1)C#N